C(=C)(C)C(CCC(CCO)C)CCC=C 6-isopropenyl-3-methyl-9-decenyl alcohol